(E)-2-Isopropyl-5-[2-(1-methyl-1H-pyrazol-3-yl)vinyl]phenol C(C)(C)C1=C(C=C(C=C1)\C=C\C1=NN(C=C1)C)O